BrC=1C(=C(N)C=CC1)C1SCCC1 3-bromo-2-(tetrahydrothiophen-2-yl)aniline